12-(2,6-Dimethylphenyl)-15-oxa-8λ6-thia-1,9,11,21,25-pentaazapentacyclo[14.7.1.13,7.110,14.017,22]hexacosa-3,5,7(26),10(25),11,13,17,19,21-nonaene-2,8,8-trione CC1=C(C(=CC=C1)C)C1=NC=2NS(C=3C=CC=C(C(N4CC5=NC=CC=C5C(OC(=C1)N2)C4)=O)C3)(=O)=O